BrC=1C(=CC(=C(C1)NC(OC(C)(C)C)=O)[N+](=O)[O-])C=C1COC1 tert-butyl N-[5-bromo-2-nitro-4-(oxetan-3-ylidenemethyl)phenyl]carbamate